NC(C[C@@H](C#C)NC(=O)[C@H]1N(C2=CC=CC=C2C1)C(=O)C1(CC1)C1=CC=C(C=C1)OC(F)(F)F)=O (2S)-N-[(1S)-1-(2-amino-2-oxo-ethyl)prop-2-ynyl]-1-[1-[4-(trifluoromethoxy)phenyl]cyclopropanecarbonyl]indoline-2-carboxamide